COC1=CC=C(C=C1)C1=C(N=CO1)C(=O)O 5-(4-methoxyphenyl)oxazole-4-carboxylic acid